2-[8-(4-chlorobutanamido)naphthalen-2-yl]-N-(1-methylpiperidin-4-yl)pyrimidine-4-carboxamide ClCCCC(=O)NC=1C=CC=C2C=CC(=CC12)C1=NC=CC(=N1)C(=O)NC1CCN(CC1)C